3-Bromo-6-chlorodibenzo[b,d]furan BrC=1C=CC2=C(OC3=C2C=CC=C3Cl)C1